Br.N1C(NCC1)=N imidazolidin-2-imine hydrobromide